FC1(CCN(CC1)C1=CC=CC(=N1)C=1N=NN(C1)C1=C(C=C(C=C1)NS(=O)(=O)CCO)N1CCC2(CC2)CC1)F N-(4-(4-(6-(4,4-difluoropiperidin-1-yl)pyridin-2-yl)-1H-1,2,3-triazol-1-yl)-3-(6-azaspiro[2.5]octan-6-yl)phenyl)-2-hydroxyethane-1-sulfonamide